[Cl-].C(CCCCCCCCC)[N+](CC)(CC)CCCCCCCCCC Didecyl-diethyl-ammonium chloride